(2R)-5-(2-ethoxy-1,1-difluoro-2-oxoethyl)pyrrolidine-2-carboxylic acid methyl ester COC(=O)[C@@H]1NC(CC1)C(C(=O)OCC)(F)F